3,5-dichlorobenzyl bromide ClC=1C=C(CBr)C=C(C1)Cl